ClC=1C(=C(CNC(=O)C=2N=CN(C2)C2=NC(=NC=C2C)NC2CCOCC2)C=C(C1)F)CO N-(3-chloro-5-fluoro-2-(hydroxymethyl)-benzyl)-1-(5-methyl-2-((tetrahydro-2H-pyran-4-yl)amino)-pyrimidin-4-yl)-1H-imidazole-4-carboxamide